NCCCC[C@@H](C(COC=1C=NC=CC1)=O)NC(C(C)(C)OC)=O (S)-N-(7-amino-2-oxo-1-(pyridin-3-yloxy)hept-3-yl)-2-methoxy-2-methylpropanamide